7-methoxy-4-(3-phenyl-1-(tetrahydro-2H-pyran-2-yl)-1H-pyrazol-4-yl)quinazolin-6-yl (2S)-2,4-dimethylpiperazine-1-carboxylate C[C@@H]1N(CCN(C1)C)C(=O)OC=1C=C2C(=NC=NC2=CC1OC)C=1C(=NN(C1)C1OCCCC1)C1=CC=CC=C1